C(C)C1=C(N=C(S1)NC(OC(C)(C)C)=O)CN1CCN(CC1)S(=O)(=O)CC tert-butyl (5-ethyl-4-((4-(ethylsulfonyl)piperazin-1-yl)methyl)thiazol-2-yl)carbamate